N-(2-Chloro-3-{(4S)-2-imino-4-methyl-1-[(2R*,4R*)-2-methyl-tetrahydropyran-4-yl]-6-oxo-hexahydropyrimidin-4-yl}phenyl)-5-cyanopyridine-3-carboxamide hydrochloride Cl.ClC1=C(C=CC=C1[C@]1(NC(N(C(C1)=O)[C@H]1C[C@H](OCC1)C)=N)C)NC(=O)C=1C=NC=C(C1)C#N |o1:15,17|